CS(=O)(=O)OCCCC=1C(NC(NC1)=O)=O 3-(2,4-dioxo-1,2,3,4-tetrahydropyrimidin-5-yl)propyl methanesulfonate